N-(2-(5-hydroxy-1H-indol-3-yl)ethyl)-4,6,7-trimethyl-3-oxo-3,4-dihydroquinoxaline-2-carboxamid OC=1C=C2C(=CNC2=CC1)CCNC(=O)C1=NC2=CC(=C(C=C2N(C1=O)C)C)C